COC=1C=CC2=C(N(C(CN2)=O)C2CCN(CC2)C(=O)OC(C)(C)C)N1 tert-butyl 4-(6-methoxy-3-oxo-2,3-dihydropyrido[2,3-b]pyrazin-4(1H)-yl)piperidine-1-carboxylate